OC=1C=C(OC(C(=O)OCC)(C)C)C=CC1CN1CCN(CC1)CC1=CC=C(C=C1)C(F)(F)F Ethyl 2-(3-hydroxy-4-((4-(4-(trifluoromethyl)benzyl)piperazin-1-yl)methyl)phenoxy)-2-methylpropanoate